(R)-5-cyano-N-ethyl-N-(2,2,2-trifluoro-1-(4-fluoro-3-methylphenyl)ethyl)pyridine-3-sulfonamide C(#N)C=1C=C(C=NC1)S(=O)(=O)N([C@@H](C(F)(F)F)C1=CC(=C(C=C1)F)C)CC